6,6,9-trimethyl-2-(1-methyl-1H-pyrazol-5-yl)-3-pentyl-6H-benzo[c]chromen-1-ol CC1(OC=2C=C(C(=C(C2C2=C1C=CC(=C2)C)O)C2=CC=NN2C)CCCCC)C